ClC1=C(C(=CC=2C3=C(C=NC12)CN([C@H]3C)C(COC)=O)S(=O)C)Cl 1-((1S)-6,7-dichloro-1-methyl-8-(methylsulfinyl)-1,3-dihydro-2H-pyrrolo[3,4-c]quinolin-2-yl)-2-methoxyethan-1-one